O1C(=CC=C1)CNC(CC)=O N-(furan-2-ylmethyl)propionamide